1,4-diamino-2,3,5,6-tetrakis(trifluoromethyl)benzene NC1=C(C(=C(C(=C1C(F)(F)F)C(F)(F)F)N)C(F)(F)F)C(F)(F)F